(R,S)-3-hydroxy-1-methyl-3-(1-(3-(4,4,5,5-tetramethyl-1,3,2-dioxaborolan-2-yl)phenyl)-1H-imidazol-4-yl)pyrrolidin-2-one O[C@@]1(C(N(CC1)C)=O)C=1N=CN(C1)C1=CC(=CC=C1)B1OC(C(O1)(C)C)(C)C